BrC=1C=C2C(C[C@@H](C2=CC1)NC(C)=O)=O N-[(1S)-5-bromo-3-oxo-1,2-dihydroinden-1-yl]acetamide